8-[(3S,4S)-4-amino-3-methoxy-1-piperidyl]-4-methyl-3,4,6,10b-tetrahydro-1H-pyrazino[2,1-a]isoindol N[C@@H]1[C@H](CN(CC1)C=1C=C2CN3C(C2=CC1)CNCC3C)OC